2-(4-acetylphenyl)-10-(1-ethyl-3,5-dimethyl-1H-pyrazol-4-yl)-7,7-dimethyl-5,12b-dihydro-1H,7H-chromeno[4,3-c][1,2,4]triazolo[1,2-a]pyridazin-1,3(2H)-dione C(C)(=O)C1=CC=C(C=C1)N1C(N2N(CC=C3C2C=2C=CC(=CC2OC3(C)C)C=3C(=NN(C3C)CC)C)C1=O)=O